2,6-dihydroxymethylpyridine OCC1=NC(=CC=C1)CO